C(#N)[C@@H]1CC[C@H](CC1)C(=O)N(C[C@@H]1CC[C@H](CC1)C1=CC(=C(C=C1)OC)C)C1=CC(=CC=C1)C1=CN=C(S1)C1CC1 trans-4-Cyano-N-(3-(2-cyclopropylthiazol-5-yl)phenyl)-N-((trans-4-(4-methoxy-3-methylphenyl)cyclohexyl)methyl)-cyclohexanecarboxamide